(S)-N-((3-chloro-2,6-difluorophenyl)(cyclopentyl)methyl)-1-phenylmethanesulfonamide ClC=1C(=C(C(=CC1)F)[C@@H](NS(=O)(=O)CC1=CC=CC=C1)C1CCCC1)F